CC1NCC1OC1=CC=CC=C1 2-methyl-3-phenoxyazetidine